FC(C1=C(C2C=CC1O2)C(=O)NCCC[N]C(=O)OC(C)(C)C)(F)F Tert-butyl (3-(3-(trifluoromethyl)-7-oxabicyclo[2.2.1]hepta-2,5-diene-2-carboxamido)propyl)-λ2-azanecarboxylate